C1(CCC1)NC=1C=C(C=NC1)C(=O)OC(C)(C)C tert-Butyl 5-(cyclobutylamino)pyridine-3-carboxylate